1-methyl-9-(1-methyl-1H-pyrazol-4-yl)-6,7-dihydro-5H-benzo[c][1,2,3]triazolo[1,5-a]azepin-7-yl methanesulfonate CS(=O)(=O)OC1C2=C(C=3N(CC1)N=NC3C)C=CC(=C2)C=2C=NN(C2)C